ethoxypyridin-3-amine C(C)OC1=NC=CC=C1N